CN(CCC(=O)OC(CCCCCCCCC(=O)N(CCCCCCCCCC)CCCCCCCCCC)CCCCCCCCC(=O)N(CCCCCCCCCC)CCCCCCCCCC)C 1,19-Bis(didecylamino)-1,19-dioxononadecan-10-yl 3-(dimethylamino)propanoate